COC=1C=CC=2N(C1)C(=CN2)C2=CN=C(C1=CN=C(C=C21)N)NC 4-(6-Methoxyimidazo[1,2-a]pyridin-3-yl)-N1-methyl-2,7-naphthyridine-1,6-diamine